N2-cyclopentyl-N3-(oxetan-3-yl)-6-(p-tolyl)pyridine-2,3-diamine C1(CCCC1)NC1=NC(=CC=C1NC1COC1)C1=CC=C(C=C1)C